4-fluoro-2-(N-propyl)aminoindan FC1=C2CC(CC2=CC=C1)NCCC